C(#N)C1CN(C1)C(=O)[C@@H]1CC[C@H]2N1C([C@H](CCC2)NC(=O)C2=CC1=C(S2)C=CC(=C1)C(F)(F)P(O)(O)=O)=O ((2-(((3S,6S,9aS)-3-(3-cyanoazetidine-1-carbonyl)-5-oxooctahydro-1H-pyrrolo[1,2-a]azepin-6-yl)carbamoyl)benzo[b]thiophen-5-yl)difluoromethyl)phosphonic acid